{6-[(3,6-dimethoxy-9H-carbazol-9-ylcarbonyloxy)methyl]-2-pyridyl}methyl 3,6-dimethoxy-9H-carbazole-9-carboxylate COC=1C=CC=2N(C3=CC=C(C=C3C2C1)OC)C(=O)OCC1=NC(=CC=C1)COC(=O)N1C2=CC=C(C=C2C=2C=C(C=CC12)OC)OC